The molecule is an epoxy(hydroxy)icosatrienoic acid that is (5Z,8Z,11Z)-icosatrienoic acid having the epoxide group across positions 14-15 and the hydroxy substituent located at position 13. It is an epoxy(hydroxy)icosatrienoic acid and a secondary allylic alcohol. It is a conjugate acid of a 13-hydroxy-14,15-epoxy-(5Z,8Z,11Z)-icosatrienoate. CCCCCC1C(O1)C(/C=C\\C/C=C\\C/C=C\\CCCC(=O)O)O